(7R)-8-ethyl-7-methyl-18-oxa-8,10,13,21,24,26-hexaazapentacyclo-[17.6.1.1~2,6~.1~13,17~.0~20,24~]octacosa-1(25),2(28),3,5,19(26),20,22-heptaen-9-one C(C)N1[C@@H](C2=CC=CC(C3=CN4C=CN=C4C(OC4CCCN(CCNC1=O)C4)=N3)=C2)C